C[Si](C)(C)N([Si](C)(C)C)[SiH](F)F bis-trimethylsilylamino-difluoro-silane